ClC=1C=C(C=CC1C)C=1C=C2CC([C@H](C2=CC1F)NC(O[C@@H]1CN2CCC1CC2)=O)(C)C (S)-quinuclidin-3-yl ((R)-5-(3-chloro-4-methylphenyl)-6-fluoro-2,2-dimethyl-2,3-dihydro-1H-inden-1-yl)carbamate